ethylenediaminetetraacetic acid, nitrilotriacetic acid salt N(CC(=O)O)(CC(=O)O)CC(=O)O.C(CN(CC(=O)O)CC(=O)O)N(CC(=O)O)CC(=O)O